4-[[1-[[(1-amino-5-isoquinolyl)amino]methyl]-2-azabicyclo[2.1.1]hexan-4-yl]methoxy]-1-methylpyridin-2-one NC1=NC=CC2=C(C=CC=C12)NCC12NCC(C1)(C2)COC2=CC(N(C=C2)C)=O